3-(1-fluoro-2-methyl-prop-1-enyl)aniline FC(=C(C)C)C=1C=C(N)C=CC1